1-bromo-4-[(E)-2-(4-bromophenyl)vinyl]benzene BrC1=CC=C(C=C1)\C=C\C1=CC=C(C=C1)Br